ClC1=C(CC(C(=O)OCC)CSC2=CC=CC=C2)C=CC=C1 ethyl 2-(2-chlorobenzyl)-3-(phenylthio)propanoate